CN1C=2C=3C=CN=C(CCCCC(C(NC2C=N1)=O)C)C3 Methyl-9-methyl-3,4,7,15-tetraazatricyclo[12.3.1.02,6]Octadecan-1(18),2(6),4,14,16-pentaen-8-one